C(CC1=CC=CC=C1)OC(=O)[C@@H]1[C@@H](CN(CC1)C(=O)OC(C)(C)C)F 1-Boc-(3S,4R)-3-fluoropiperidine-4-carboxylic acid-(S)-phenethyl ester